beta-Tocotrienol CC1=CC(=C(C2=C1O[C@](CC2)(C)CC/C=C(\C)/CC/C=C(\C)/CCC=C(C)C)C)O